FCCN1N=CC(=C1)N 1-(2-fluoroethyl)-1H-pyrazol-4-amine